5-hydroxy-1,5-dimethylhydantoin OC1(C(NC(N1C)=O)=O)C